NC1=C(SC2=NC(=CC=C21)C)C(=O)NC2CC=1C(=CC(=NC1CC2)N2CCC1C2CNC1)F 3-amino-N-(4-fluoro-2-{octahydropyrrolo[2,3-c]pyrrol-1-yl}-5,6,7,8-tetrahydroquinolin-6-yl)-6-methylthieno[2,3-b]pyridine-2-carboxamide